FC=1C=CC(=C2C=NN(C12)C1OCCCC1)C(C1=C(C=NC=C1OC)NC(OC(C)(C)C)=O)O tert-Butyl (4-((7-fluoro-1-(tetrahydro-2H-pyran-2-yl)-1H-indazol-4-yl)(hydroxy)methyl)-5-methoxypyridin-3-yl)carbamate